OC[C@@H](C1=CC=CC=C1)NC(=O)NC1=CC(=C(C=C1)OC)O (R)-1-(2-hydroxy-1-phenylethyl)-3-(3-hydroxy-4-methoxyphenyl)urea